2'-((1'-(difluoromethyl)-5'-methyl-1H,1'H-[3,4'-bipyrazol]-4-yl)amino)-7'-((1R,3R)-3-hydroxycyclohexyl)spiro[cyclopropane-1,5'-pyrrolo[2,3-d]pyrimidin]-6'(7'H)-one FC(N1N=CC(=C1C)C1=NNC=C1NC=1N=CC2=C(N1)N(C(C21CC1)=O)[C@H]1C[C@@H](CCC1)O)F